FC1([C@@H](CC(CC1)(C)C)[C@@H](C(=O)NC1=CC=C(C=C1)C=1C(=NNC1C)C)NC(=O)C=1N(N=CC1)C(C)C)F N-[(1S)-1-[(1S)-2,2-difluoro-5,5-dimethyl-cyclohexyl]-2-[4-(3,5-dimethyl-1H-pyrazol-4-yl)anilino]-2-oxo-ethyl]-2-isopropyl-pyrazole-3-carboxamide